6-bromo-2-(4-cyclopropyl-6-methoxypyrimidin-5-yl)-8-({4-[1-isopropyl-4-(trifluoromethyl)imidazol-2-yl]phenyl}methyl)pyrido[2,3-d]pyrimidin-7-one BrC1=CC2=C(N=C(N=C2)C=2C(=NC=NC2OC)C2CC2)N(C1=O)CC1=CC=C(C=C1)C=1N(C=C(N1)C(F)(F)F)C(C)C